(2-(4-(tert-Butyl)phenyl)-1H-benzo[d]imidazol-1-yl)methyl (tert-butoxycarbonyl)-L-alaninate C(C)(C)(C)OC(=O)N[C@@H](C)C(=O)OCN1C(=NC2=C1C=CC=C2)C2=CC=C(C=C2)C(C)(C)C